m-cresol-4,6-disulfonic acid C1=C(C(=CC(=C1O)S(=O)(=O)O)S(=O)(=O)O)C